6-(2-hydroxy-4,6-dimethyl-phenyl)-3-[(2S)-2-(hydroxymethyl)morpholin-4-yl]pyridazine-4-carbonitrile OC1=C(C(=CC(=C1)C)C)C1=CC(=C(N=N1)N1C[C@H](OCC1)CO)C#N